Methacrylate C(C(=C)C)(=O)[O-]